CN1CCC(CC1)NC1=NC=CC=N1 N-(1-methylpiperidin-4-yl)pyrimidin-2-amine